C(C=C)(=O)N1C[C@H](C[C@@H]1COC)N1N=C(C(=C1NC)C(=O)N)C#CC=1C=C2C=NN(C2=CC1)C 1-((3S,5R)-1-acryloyl-5-(methoxymethyl)pyrrolidin-3-yl)-3-((1-methyl-1H-indazol-5-yl)ethynyl)-5-(methylamino)-1H-pyrazole-4-carboxamide